2-chloro-3-(Hydroxymethylene)-1-cyclohexene-1-carboxaldehyde ClC1=C(CCCC1=CO)C=O